CS(=O)(=O)[O-].C(CC)[NH+]1C(CCC1)CCCC 1-propyl-2-butylpyrrolidinium methanesulfonate